FC=1C=C(C=CC1F)C(C(F)F)NCCC(=O)N1CC2CCC(C1)N2C2=NC=C(C#N)C=C2 Racemic-6-(3-(3-((1-(3,4-difluorophenyl)-2,2-difluoroethyl)amino)propanoyl)-3,8-diazabicyclo[3.2.1]octan-8-yl)nicotinonitrile